4-((3-isopropyl-1-p-methylbenzenesulfonyl-1H-pyrrolo[2,3-c]pyridin-5-yl)methyl)-3,5-dimethylphenol C(C)(C)C1=CN(C2=CN=C(C=C21)CC2=C(C=C(C=C2C)O)C)S(=O)(=O)C2=CC=C(C=C2)C